3-benzoyl-1-((2R,3R,4S,5R)-4-((tert-butyldimethylsilyl)oxy)-5-(hydroxymethyl)-3-(2-methoxyethyl)tetrahydrofuran-2-yl)pyrimidine-2,4(1H,3H)-dione C(C1=CC=CC=C1)(=O)N1C(N(C=CC1=O)[C@@H]1O[C@@H]([C@H]([C@H]1CCOC)O[Si](C)(C)C(C)(C)C)CO)=O